2-Aminopropionic acid 7-[4-(4-benzo[b]thiophen-4-ylpiperazin-1-yl)butoxy]-2-oxo-2H-quinolin-1-ylmethyl ester S1C2=C(C=C1)C(=CC=C2)N2CCN(CC2)CCCCOC2=CC=C1C=CC(N(C1=C2)COC(C(C)N)=O)=O